CO\N=C(\C(=O)NC)/C1=C(C=CC=C1)CO/N=C(\C)/C1=CC(=CC=C1)C(F)(F)F (2E)-2-(methoxyimino)-N-methyl-2-(2-{[({(1E)-1-[3-(trifluoromethyl)phenyl]ethylidene}amino)oxy]methyl}phenyl)ethanamide